methyl 2-bromo-4h,5h,6h-cyclopenta[b]thiophene-3-carboxylate BrC1=C(C2=C(S1)CCC2)C(=O)OC